2-(5-ethoxy-1H-indol-3-yl)-N,N-dimethylethane-1-amine C(C)OC=1C=C2C(=CNC2=CC1)CCN(C)C